Cl.NCC1=C(C=C(C=C1)C1=NC=NN2C1=CC(=C2)C2=CC=C(C=C2)CN2CCC(CC2)C2=CC=C(C=N2)NC2C(NC(CC2)=O)=O)F 3-[[6-[1-[[4-[4-[4-(aminomethyl)-3-fluoro-phenyl]pyrrolo[2,1-f][1,2,4]triazin-6-yl]phenyl]methyl]-4-piperidyl]-3-pyridyl]amino]piperidine-2,6-dione HCl salt